C(C1=CC=CC=C1)(=O)NC1=C2N(C(N(C2=NC=N1)[C@@H]1O[C@@H](C([C@H]1OC(C1=CC=CC=C1)=O)O)COC(C1=CC=CC=C1)(C1=CC=C(C=C1)OC)C1=CC=C(C=C1)OC)=O)C(C1=CC=CC=C1)=O [(2R,3R,5R)-2-(6-benzamido-7-benzoyl-8-oxo-purin-9-yl)-5-[[bis(4-methoxyphenyl)-phenyl-methoxy]methyl]-4-hydroxy-tetrahydrofuran-3-yl]benzoate